(4-hydroxyphenyl)dimethylsulfonium camphorsulfonate C12(C(=O)CC(CC1)C2(C)C)CS(=O)(=O)[O-].OC2=CC=C(C=C2)[S+](C)C